5-((1S)-1-(7-chloro-1,1-dioxido-4,5-dihydrobenzo[f][1,2]thiazepin-2(3H)-yl)-2-(6-fluoro-2,3-dimethylphenyl)propyl)-1,3,4-oxadiazol-2(3H)-one ClC=1C=CC2=C(CCCN(S2(=O)=O)[C@@H](C(C)C2=C(C(=CC=C2F)C)C)C2=NNC(O2)=O)C1